FC(S(=O)(=O)OC=1CN(CC1)C(=O)OC(C)(C)C)(F)F tert-butyl 3-(((trifluoromethyl) sulfonyl) oxy)-2,5-dihydro-1H-pyrrole-1-carboxylate